C(C)(C)(C)OC(=O)N1C(CCCC1)N1C(NC2=C1C(=CC=C2)C(F)(F)F)=O (2-oxo-7-(trifluoromethyl)-2,3-dihydro-1H-benzo[d]imidazol-1-yl)piperidine-1-carboxylic acid tert-butyl ester